3-Bromo-5-chloropyridine-2-carboxylic acid methyl ester COC(=O)C1=NC=C(C=C1Br)Cl